C(C)(C)(C)[C@]1(CC(=CC=C1)C1(CCN(CC1)S(NC(C)=O)(=O)=O)NC(=O)C=1N(C2=CC=C(C(=C2C1)Cl)Cl)C)NC([O-])=O |r| 1-(±)-Tert-butyl-(3-(1-(N-acetyl sulfamoyl)-4-(4,5-dichloro-1-methyl-1H-indole-2-carboxamido)piperidin-4-yl)phenyl)carbamate